8-(4-(azepan-4-yloxy)-2-chlorophenyl)-6-(1-methylcyclopropoxy)-9-((4-methylpyridin-2-yl)methyl)-9H-purine N1CCC(CCC1)OC1=CC(=C(C=C1)C=1N(C2=NC=NC(=C2N1)OC1(CC1)C)CC1=NC=CC(=C1)C)Cl